4-bromo-6-chloro-N1-methylbenzene-1,2-diamine BrC=1C=C(C(=C(C1)Cl)NC)N